ClC=1C=C(C=C(C1)OC1=CC=C(C=C1)OC(F)(F)F)NC(=O)C1=CC2=C(S1)C=CC(=C2)C(C)(C)S(=O)(=O)C N-(3-Chloro-5-(4-(trifluoromethoxy)phenoxy)phenyl)-5-(2-(methylsulfonyl)propan-2-yl)benzo[b]thiophen-2-carboxamid